FC=1C=2N(C=C(C1)NC(=O)C=1C=CC(=C3C=CN=NC13)N1CC(NCC1)C)C=C(N2)C N-[8-fluoro-2-methylimidazo[1,2-a]pyridin-6-yl]-5-(3-methylpiperazin-1-yl)cinnoline-8-carboxamide